FC(OC1=C(C=CC(=C1)F)[C@H]1[C@H](O[C@](C1)(C(F)(F)F)C)C(=O)NC1=CC(=NC=C1)C(=O)N)F (2S,3S,5R)-4-[[3-[2-(difluoromethoxy)-4-fluoro-phenyl]-5-methyl-5-(trifluoromethyl)tetrahydrofuran-2-carbonyl]amino]pyridine-2-carboxamide